C(CCCCCCCCC)C1=CC=C(C=C1)NC(CCCNC(OC(C)(C)C)=O)=O tert-butyl (4-((4-decylphenyl)amino)-4-oxobutyl)carbamate